3,5,4'-tricarboxybiphenyl C(=O)(O)C=1C=C(C=C(C1)C(=O)O)C1=CC=C(C=C1)C(=O)O